COC(=O)C=1SC=CC1CCCN 3-(3-aminopropyl)-2-thiophenecarboxylic acid methyl ester